BrC=1C=C(C(=C(C1)N1C[C@@H](N(CC1)C(=O)OC(C)(C)C)C)[N+](=O)[O-])NC=1SC(=NN1)C(F)F tert-butyl (S)-4-(5-bromo-3-((5-(difluoromethyl)-1,3,4-thiadiazol-2-yl)amino)-2-nitrophenyl)-2-methylpiperazine-1-carboxylate